CN1C2=C(C=C(C1=O)C(=O)O)CCC2 1-Methyl-2-oxo-6,7-dihydro-5H-cyclopenta[b]pyridine-3-carboxylic acid